2-[[[2-(3-cyclopropyl-4,5-dihydroisoxazol-5-yl)-5-ethylsulfonyl-1-methyl-imidazol-4-yl]amino]methyl]-5-(trifluoromethyl)pyridine-3-carboxylic acid C1(CC1)C1=NOC(C1)C=1N(C(=C(N1)NCC1=NC=C(C=C1C(=O)O)C(F)(F)F)S(=O)(=O)CC)C